(E)-2-(3,7-dimethylocta-2,6-dien-1-yl)-3-methoxy-5-pentylphenyl 3-morpholinopropanoate O1CCN(CC1)CCC(=O)OC1=C(C(=CC(=C1)CCCCC)OC)C\C=C(\CCC=C(C)C)/C